N-(1-methylcyclopropyl)imidazo[1,2-a]pyridine-6-sulfonamide CC1(CC1)NS(=O)(=O)C=1C=CC=2N(C1)C=CN2